N,N'-Bis(Isobutylidene)-4,4'-Methylene-Bis(Cyclohexylamine) C(C(C)C)=NC1CCC(CC1)CC1CCC(CC1)N=CC(C)C